tert-butyl ((3R)-1-(1-methyl-2-(3-methyl-2,3-dihydro-1H-pyrrolo[1,2,3-de]quinoxalin-5-yl)-1H-benzo[d]imidazole-5-carbonyl)piperidin-3-yl)carbamate CN1C(=NC2=C1C=CC(=C2)C(=O)N2C[C@@H](CCC2)NC(OC(C)(C)C)=O)C2=CC=1C=3N2C(CNC3C=CC1)C